tert-butyl 8-(4-(2-aminoethyl)phenyl)-3,8-diazabicyclo[3.2.1]octane-3-carboxylate NCCC1=CC=C(C=C1)N1C2CN(CC1CC2)C(=O)OC(C)(C)C